(R)-1'-(5-Amino-1-(3,3,3-trifluoropropyl)-1H-pyrazole-4-carbonyl)-6-chloro-5-fluorospiro[benzo[d][1,3]oxazine-4,3'-piperidin]-2(1H)-one NC1=C(C=NN1CCC(F)(F)F)C(=O)N1C[C@@]2(CCC1)C1=C(NC(O2)=O)C=CC(=C1F)Cl